4,5-dimethyl-1-((2-(trimethylsilyl)ethoxy)methyl)-1H-pyrazole CC=1C=NN(C1C)COCC[Si](C)(C)C